6-(Pyridin-4-ylamino)-4-(2-(trifluoromethyl)pyrimidin-5-yl)nicotinaldehyde N1=CC=C(C=C1)NC1=NC=C(C=O)C(=C1)C=1C=NC(=NC1)C(F)(F)F